C(C)(=O)NS(=O)(=O)C1=CC=2C(C3=CC(=CC=C3C2C=C1)S(=O)(=O)NC(C)=O)=O N2,N7-diacetyl-9-oxo-9H-fluorene-2,7-disulfonamide